C(C)(C)(C)OC(=O)N(C(OC(C)(C)C)=O)C1=C(C=CC(=C1)NC(=O)[C@@H]1C([C@H]1C1=CC(=CC(=C1)Cl)Cl)(Cl)Cl)F |r| trans-rac-tert-butyl (tert-butoxycarbonyl)(5-(2,2-dichloro-3-(3,5-dichlorophenyl)cyclopropane-1-carboxamido)-2-fluorophenyl)carbamate